5-([1,1'-biphenyl]-4-yl)-2-methyl-4-oxopentanoic acid C1(=CC=C(C=C1)CC(CC(C(=O)O)C)=O)C1=CC=CC=C1